C1=CC=CC=2C3=CC=CC=C3N(C12)C1=C(C(=C(C(=C1C#N)N1C2=CC=CC=C2C=2C=CC=CC12)C1=CC=CC=C1)C1=CC=CC=C1)C1=CC=CC=C1 3',5'-di(9H-carbazol-9-yl)-6'-phenyl-[1,1':2',1''-terphenyl]-4'-carbonitrile